3-methyl-2-(7-tetrahydropyran-4-yl-5,6-dihydropyrrolo[2,3-c]pyridazin-3-yl)-5-(trifluoromethyl)phenol CC=1C(=C(C=C(C1)C(F)(F)F)O)C1=CC2=C(N=N1)N(CC2)C2CCOCC2